diethyl-(2-methoxyethyl)methyl-phosphonium C(C)[P+](C)(CCOC)CC